NC1=NC(=CC(=N1)NC1=CC(=CC=C1)OC)Cl 2-amino-4-(3-methoxyanilino)-6-chloropyrimidine